FC(C=1C=CC(=NC1)CN[C@H]1C=2N=CC=NC2CCC1)(F)F (5R)-N-[[5-(trifluoromethyl)-2-pyridinyl]methyl]-5,6,7,8-tetrahydroquinoxalin-5-amine